C(N)(OC1(C(N(C(C1)=O)CCC1=CC=C(C=C1)F)=O)C(C)(C)C)=O tert-butyl-(1-(4-fluorophenylethyl)-2,5-dioxopyrrolidin-3-yl) carbamate